COC1=CC(=C(C=C1/C=C/C(=O)OC[C@@H]2[C@H]([C@@H]([C@H](C(O2)OC3=C(C(=C4C(=C3)OC(=CC4=O)C5=CC=C(C=C5)O)O)[C@H]6[C@@H]([C@H]([C@@H]([C@H](O6)CO)O)O)O)O)O)O)O)O The molecule is a glycosyloxyflavone that is isovitexin in which the hydroxyl hydrogen at position 7 is replaced by a 6-(6-methoxycaffeoyl)glucosyl residue. It has a role as a metabolite. It is a C-glycosyl compound, a cinnamate ester, a dihydroxyflavone and a glycosyloxyflavone. It derives from an isovitexin and a trans-caffeic acid.